tert-Butyl (E)-3-((3,3-dibutyl-7-cyano-1,1-dioxido-5-phenyl-2,3,4,5-tetrahydro-1,5-benzothiazepin-8-yl)oxy)acrylate C(CCC)C1(CS(C2=C(N(C1)C1=CC=CC=C1)C=C(C(=C2)O/C=C/C(=O)OC(C)(C)C)C#N)(=O)=O)CCCC